FC1=CC(=NC=C1)N1N=CC(=C1)S(=O)(=O)NC=1C=CC=C2C=NN(C12)C 1-(4-FLUOROPYRIDIN-2-YL)-N-(1-METHYL-1H-INDAZOL-7-YL)-1H-PYRAZOLE-4-SULFONAMIDE